NC=1C2=C(N=CN1)N(C(=C2C=2C=NC=C(C2)F)C2=CCC1(CCN(CC1)C(=O)OC(C)(C)C)CC2)C tert-butyl 9-[4-amino-5-(5-fluoropyridin-3-yl)-7-methyl-7H-pyrrolo[2,3-d]pyrimidin-6-yl]-3-azaspiro[5.5]undec-8-ene-3-carboxylate